C(C=C)OC1=CC=C(C=C1)S(=O)(=O)C1=C(C=CC=C1)O [4-(2-propenyloxy)phenyl]sulfonylphenol